Cl.N1CC(C1)=O azetidin-3-one hydrochloride salt